C(C)(C)NC(COC1=CC=C(C=C1)C1=NC2=C(N1)C=CC(=C2)N2C(C1=CC=C(C=C1C2)N2CCOCC2)=O)=O N-isopropyl-2-(4-(5-(5-(morpholin-4-yl)-1-oxo-1,3-dihydro-2H-isoindol-2-yl)-1H-benzimidazol-2-yl)phenoxy)acetamide